2'-fluoroacetophenone FC1=C(C=CC=C1)C(C)=O